N[C@@H]1CC[C@H](CC1)OC=1C=CC2=C(\C(\C(C=3C(=NC=NC23)N)(C)C)=N/OCCN2CCCC2)C1 (6Z)-8-(trans-4-aminocyclohexoxy)-5,5-dimethyl-6-(2-pyrrolidin-1-ylethoxyimino)benzo[h]quinazolin-4-amine